(2,4-dichloro-phenyl)-methanol ClC1=C(C=CC(=C1)Cl)CO